O=C1N(CC2=CC(=CC=C12)O[C@H]1[C@@H](CCCC1)N1CC(C1)C1=NC2=CC=CC=C2N=C1)C1C(NC(CC1)=O)=O 3-(1-oxo-5-(((1R,2R)-2-(3-(quinoxalin-2-yl)azetidin-1-yl)cyclohexyl)oxy)isoindolin-2-yl)piperidine-2,6-dione